N-(2-ethylhexyl)-2-(3,4-dimethoxyphenyl)-3,5,7-trimethoxyquinolin-4-one C(C)C(CN1C(=C(C(C2=C(C=C(C=C12)OC)OC)=O)OC)C1=CC(=C(C=C1)OC)OC)CCCC